NC1=CC=C(C=C1)NC1=NC(=CC(=N1)C)C 2-[N-(4-aminophenyl)amino]4,6-dimethylpyrimidine